C(C)(C)(C)OC(NC[C@H](C1=CC=CC=C1)NC(=O)C=1C2=C(C=NC1)C(=CN2)Br)=O N-[(2S)-2-[(3-bromo-1H-pyrrolo[3,2-C]pyridine-7-carbonyl)amino]-2-phenyl-ethyl]carbamic acid tert-butyl ester